CN1C=C(C=CC1=O)C1=NC=C(C=C1)CN1C[C@@H](N[C@@H](C1)C=1C(=C2COC(C2=CC1)=O)C)C 1'-methyl-5-(((3S,5R)-3-methyl-5-(4-methyl-1-oxo-1,3-dihydroisobenzofuran-5-yl)piperazin-1-yl)methyl)-[2,3'-bipyridin]-6'(1'H)-one